FC=1C=C(C(=NC1)C=1C=C(SC1)C(=O)OC)OCC1=CC(=CC(=C1)C(F)(F)F)F methyl 4-(5-fluoro-3-{[3-fluoro-5-(trifluoromethyl)phenyl] methoxy}pyridin-2-yl)thiophene-2-carboxylate